NC1=C(C=C(C=C1)C=CC(C=CC1=CC(=C(C=C1)N)OC)=O)OC 1,5-bis(4-amino-3-methoxyphenyl)penta-1,4-dien-3-one